N-(3-methacryloyloxy-heptadecyl)-2-pyrrolidinone C(C(=C)C)(=O)OC(CCN1C(CCC1)=O)CCCCCCCCCCCCCC